nickel-titanium hafnium [Hf].[Ti].[Ni]